FC1CCC(CC1)NC(=O)C=1C(N(C2=NC=CC=C2C1O)CCN1CCOCC1)=O N-((1s,4s)-4-fluorocyclohexyl)-4-hydroxy-1-(2-morpholinoethyl)-2-oxo-1,2-dihydro-1,8-naphthyridine-3-carboxamide